E-2-butoxy-7-(4-(pyrrolidin-1-ylmethyl)benzyl)imidazo[2,1-f][1,2,4]triazin-4-amine C(CCC)OC1=NN2C(C(=N1)N)=NC=C2CC2=CC=C(C=C2)CN2CCCC2